ClC=1N=CC(=NC1)C(C(=O)OCC)(F)F ethyl 2-(5-chloropyrazin-2-yl)-2,2-difluoroacetate